tert-Butyl 2-(2-((cis)-6,6-difluoro-2-methylhexahydropyrrolo[3,2-c]pyrazol-1(2H)-yl)ethoxy)-2-methylpropanoate FC1(CN[C@@H]2[C@H]1N(N(C2)C)CCOC(C(=O)OC(C)(C)C)(C)C)F